N,N,N',N'-tetrakis(oxiranylmethyl)-1,3-xylylenediamine O1C(C1)CN(CC1=CC(=CC=C1)CN(CC1OC1)CC1OC1)CC1OC1